2-((3-Methoxypropyl)(methyl)amino)-4-(4-methylpiperazin-1-yl)benzoic acid methyl ester COC(C1=C(C=C(C=C1)N1CCN(CC1)C)N(C)CCCOC)=O